NC=1C(=NC(=C(N1)N)Cl)C(=O)NC(NCCCCC1=CC=C(C=C1)C1=CC=C(C=C1)CCC(=O)N[C@@H](CCCCN(C[C@@H]([C@H]([C@@H]([C@@H](CO)O)O)O)O)C[C@@H]([C@H]([C@@H]([C@@H](CO)O)O)O)O)C(=O)O)=N N2-(3-(4'-(4-(3-(3,5-diamino-6-chloropyrazine-2-carbonyl)guanidino)butyl)-[1,1'-biphenyl]-4-yl)propanoyl)-N6,N6-bis((2S,3R,4R,5R)-2,3,4,5,6-pentahydroxyhexyl)-L-lysine